2-chloro-3-[(3S)-3-(dimethylamino)piperidin-1-yl]benzene-1-sulfonyl chloride ClC1=C(C=CC=C1N1C[C@H](CCC1)N(C)C)S(=O)(=O)Cl